3-(2-cyanopropan-2-yl)-N-(2-oxo-2-((4-(3-(pyridin-4-yl)phenyl)thiazol-2-yl)amino)ethyl)benzamide C(#N)C(C)(C)C=1C=C(C(=O)NCC(NC=2SC=C(N2)C2=CC(=CC=C2)C2=CC=NC=C2)=O)C=CC1